1-eicosyl-2-(5Z,8Z,11Z,14Z-eicosatetraenoyl)-glycero-3-phosphocholine CCCCCCCCCCCCCCCCCCCCOC[C@H](COP(=O)([O-])OCC[N+](C)(C)C)OC(=O)CCC/C=C\C/C=C\C/C=C\C/C=C\CCCCC